2-[(4S)-4-amino-2-oxa-8-azaspiro[4.5]decan-8-yl]-5-(2-ethyl-2H-indazol-5-yl)-3-methyl-3H,4H,7H-pyrrolo[2,3-d]pyrimidin-4-one hydrochloride Cl.N[C@@H]1COCC12CCN(CC2)C=2N(C(C1=C(N2)NC=C1C1=CC2=CN(N=C2C=C1)CC)=O)C